C(C)(C)(C)OC(=O)N[C@@]1(CN(CC1)C1=CC(=NC=C1C(=O)[O-])C#N)C (S)-4-(3-((tert-butoxycarbonyl)amino)-3-methylpyrrolidin-1-yl)-6-cyanonicotinate